(4-fluorophenyl)-1-isopropyl-2,4-dioxo-1,2,3,4-tetrahydropyrimidine-5-carboxamide FC1=CC=C(C=C1)N1C(N(C=C(C1=O)C(=O)N)C(C)C)=O